3-(4-{8-amino-3-methyl-5-[4-(methylamino)cyclohex-1-en-1-yl]imidazo[1,5-a]pyrazin-1-yl}-3-methylphenyl)-1-[3-(trifluoromethyl)phenyl]urea NC=1C=2N(C(=CN1)C1=CCC(CC1)NC)C(=NC2C2=C(C=C(C=C2)NC(NC2=CC(=CC=C2)C(F)(F)F)=O)C)C